FC=1C=C(C=CC1OC1=CC=NC2=CC(=CN=C12)OC)NC(=O)C1=C(N(C(=C(C1=O)C1=C(C=C(C=C1)F)OC)C)C)C N-[3-fluoro-4-[(7-methoxy-1,5-naphthyridin-4-yl)oxy]phenyl]-5-(4-fluoro-2-methoxyphenyl)-1,2,6-trimethyl-4-oxopyridine-3-carboxamide